(2RS)-2-(6-Nitroindazol-2-yl)-2-phenyl-acetic acid methyl ester COC([C@@H](C1=CC=CC=C1)N1N=C2C=C(C=CC2=C1)[N+](=O)[O-])=O |r|